Dimethyl 4-(4-oxobutoxy)phthalate O=CCCCOC=1C=C(C(C(=O)OC)=CC1)C(=O)OC